BrC=1C=C(C(=CC1)Br)O 3,6-dibromo-phenol